NCC(COCC(C(C)=O)(C)C1=CC(=CC=C1)I)C 4-(3-amino-2-methyl-propoxy)-3-(3-iodo-phenyl)-3-methyl-butan-2-one